7-Cyclopropyl-5-methoxy-1-(o-tolyl)quinazoline-2,4(1H,3H)-dione C1(CC1)C1=CC(=C2C(NC(N(C2=C1)C1=C(C=CC=C1)C)=O)=O)OC